pyrimidinothiazole S1C=NC2=C1C=NC=N2